CC(=C)CCCCC=C 2-methyl-1,7-octadiene